C1(CCCC1)CN1C(C=C(C2=C1N=C(N=C2)SC)C#C[Si](C(C)C)(C(C)C)C(C)C)=O 8-(cyclopentylmethyl)-2-(methylthio)-5-((triisopropylsilyl)ethynyl)pyrido[2,3-d]pyrimidin-7(8H)-one